O[C@H]1C([C@H]2[C@@H]([C@H]([C@H]3[C@@H]4CC[C@H]([C@@H](CCC(=O)O)C)[C@]4(CC[C@@H]3[C@]2(CC1)C)C)O)CC)(F)F 3α,7α-dihydroxyl-4,4-difluoro-6β-ethyl-5β-cholanic acid